COCC1C(NC(N1)=O)C 5-(methoxymethyl)-4-methylimidazolidine-2-one